Cl.C(C)OC(C(C)(C1=CC=C(C=C1)CC(C)C)N(CC)CC)=O 2-(diethylamino)2-(p-isobutylphenyl)propionic acid ethyl ester hydrochloride